P(OCCCCCC)(OCCCCCC)OCCCCCC tri(n-hexyl) phosphite